C(C1CO1)C1=C(C(=C(C(=C1C(=O)[O-])CC1CO1)C(=O)[O-])CC1CO1)C(=O)[O-] triglycidyl-1,3,5-benzenetricarboxylate